ClC1=CC2=C(S1)[C@@]1(C[C@@H](N(CC1)C[C@@H](C(=O)[O-])O)C)OCC2 (2S)-3-[(2'S,7R)-2-chloro-2'-methyl-spiro[4,5-dihydrothieno[2,3-c]pyran-7,4'-piperidine]-1'-yl]-2-hydroxy-propanoate